BrC=1C(=C2C(=NC1)C(C(N2)=O)(F)F)C 6-bromo-3,3-difluoro-7-methyl-1H,2H,3H-pyrrolo[3,2-b]pyridin-2-one